Cl.C[C@@H]1CNCC1 (S)-3-methyl-pyrrolidine hydrochloride